CC1=C(C=CC(=C1)C)C1=CNC2=CC=C(C=C12)C(=O)O 3-(2,4-dimethylphenyl)-1H-indole-5-carboxylic acid